1-(3-guanidinopropyl)-7-isobutyl-N-(naphthalen-1-ylmethyl)octahydro-3aH-3,6-methanopyrrolo[3,2-b]pyridine-3a-carboxamide N(C(=N)N)CCCN1CC2C3(NCC(C(C31)CC(C)C)C2)C(=O)NCC2=CC=CC3=CC=CC=C23